Carbamoyl-hydrazine hydrochloride Cl.C(N)(=O)NN